COC([C@@H](CCI)NC(=O)OC(C)(C)C)=O (2R)-2-[[tert-butoxycarbonyl]amino]-4-iodobutanoic acid methyl ester